[2-(6-chloroquinoxalin-2-yl)sulfanylethyl]malononitrile ClC=1C=C2N=CC(=NC2=CC1)SCCC(C#N)C#N